CC1=C(CC(C1C)(C)C)C=O 2,3,4,4-tetramethylcyclopentenecarbaldehyde